ClC=1C=C(C=CC1)N[C@H](CC(C)C)C(=O)N1[C@H]2CC([C@@H]([C@H]1C(=O)N[C@H](/C=C(\C(=O)OCC)/F)C[C@@H]1C(NCC1)=O)CC2)(F)F ethyl (S,E)-4-((1R,3S,4R)-2-((3-chlorophenyl)-D-leucyl)-5,5-difluoro-2-azabicyclo[2.2.2]octane-3-carboxamido)-2-fluoro-5-((R)-2-oxopyrrolidin-3-yl)pent-2-enoate